CN1CCC2=CC(=C(C=C2[C@@H]1CC3=CC(=C(C=C3)OC)O)O)OC The molecule is the (S)-enantiomer of reticuline. It has a role as an EC 2.1.1.116 [3'-hydroxy-N-methyl-(S)-coclaurine 4'-O-methyltransferase] inhibitor. It is a conjugate base of a (S)-reticulinium(1+). It is an enantiomer of a (R)-reticuline.